C(C)C1C2(CC3CC(CC1C3)C2)C(=O)O ethyladamantanecarboxylic acid